7-(2,2-difluoro-6-(2-methylpyridin-4-yl)morpholino)-5-(2,4-difluorophenyl)-1,3-dihydro-10H-furo[3,4-d]pyrazino[1,2-a]pyrimidin-10-one FC1(OC(CN(C1)C=1N=C(C=2N(C(C3=C(N2)COC3)=O)C1)C1=C(C=C(C=C1)F)F)C1=CC(=NC=C1)C)F